3-hydroxy-1,3-thiaphosphetane 3-oxide OP1(CSC1)=O